CCCCCCCCCCC 9E-8E-undecan